methyl 4-((4,4,4-trifluorobutyl) amino)pyrrolo[1,2-a]quinoxaline-7-carboxylate FC(CCCNC=1C=2N(C3=CC=C(C=C3N1)C(=O)OC)C=CC2)(F)F